FC=1C=C(C(N(C1)C)=O)[C@@H]1N(CCC1)C1=NC=2N(C=C1)N=CC2C(=O)NC(C)C (R)-5-(2-(5-fluoro-1-methyl-2-oxo-1,2-dihydropyridin-3-yl)pyrrolidin-1-yl)-N-isopropylpyrazolo[1,5-a]pyrimidine-3-carboxamide